CC1=C(C(=O)OC(C2=C(C=CC=C2)C)=O)C=CC=C1 (2-methylbenzoyl)2-methylbenzoate